N-[4-(2-chlorophenyl)thiazol-2-yl]-5-methyl-pyridine-2-carboxamide ClC1=C(C=CC=C1)C=1N=C(SC1)NC(=O)C1=NC=C(C=C1)C